C1(=C(C=CC=2C(C3=CC=CC=C3C(C12)=O)=O)C(CC(=O)O)(C)C)C(CC(=O)O)(C)C 3,3'-(9,10-anthraquinone-diyl)bis(3-methyl-butanoic acid)